N[C@H](CC#N)C (S)-beta-aminobutyronitrile